C(C)(C)(C)OC(=O)N1CC(C1)N1CC2=CC=C(C=C2CC1)Br 3-(6-bromo-3,4-dihydroisoquinolin-2(1H)-yl)azetidine-1-carboxylic acid tert-butyl ester